ethyl-(dimethyl)-ethoxysilane C(C)[Si](OCC)(C)C